C(C=C)(=O)OC[C@@H](CCCC)CC |r| (±)-2-ethylhexyl acrylate